C(C)(C)N1C(N(C(C(=C1)C(=O)NC1=CC(=C(C=C1)OC1=CC(=NC=2N1N=CC2)C2=CC=C(C=C2)OC)F)=O)C2=CC=C(C=C2)F)=O 1-isopropyl-3-(4-fluorophenyl)-N-(3-fluoro-4-((5-(4-methoxyphenyl)pyrazolo[1,5-a]pyrimidin-7-yl)oxy)phenyl)-2,4-dioxo-1,2,3,4-tetrahydropyrimidine-5-carboxamide